Silicon catechol C=1(O)C(O)=CC=CC1.[Si]